[(2S)-2-amino-2-[2,3-dichloro-6-(methoxymethoxy)phenyl]ethyl]([2-[(tert-butyldimethylsilyl)oxy]ethyl])amine N[C@H](CNCCO[Si](C)(C)C(C)(C)C)C1=C(C(=CC=C1OCOC)Cl)Cl